N-(6-amino-5-methyl-3-pyridyl)-2-[(2R,5S)-5-methyl-2-(3-oxoisoindolin-5-yl)-1-piperidyl]-2-oxo-acetamide NC1=C(C=C(C=N1)NC(C(=O)N1[C@H](CC[C@@H](C1)C)C=1C=C2C(NCC2=CC1)=O)=O)C